5-(5-(trifluoromethyl)-1,2,4-oxadiazol-3-yl)pyrazine-2-carboxamide FC(C1=NC(=NO1)C=1N=CC(=NC1)C(=O)N)(F)F